(Z)-N'-((5-cyano-1-((2-(trimethylsilyl)ethoxy)methyl)-1H-pyrazol-3-yl)methylene)-4-methylbenzenesulfonohydrazide C(#N)C1=CC(=NN1COCC[Si](C)(C)C)\C=N/NS(=O)(=O)C1=CC=C(C=C1)C